(S)-2,2-difluoro-7-((5-methoxy-7-methyl-1H-indol-4-yl)methyl)-6-(4-(methylsulfonyl)phenyl)-7-azaspiro[3.5]nonane FC1(CC2(C1)C[C@H](N(CC2)CC2=C1C=CNC1=C(C=C2OC)C)C2=CC=C(C=C2)S(=O)(=O)C)F